FC1=C(C=CC(=C1C=O)F)C1=C(C=CC=C1)B(O)O 2,4-difluoro-3-formylphenylphenylboronic acid